tert-butyl 4-[2-(4-bromo-5-iodo-1H-imidazol-1-yl)acetyl]piperazine-1-carboxylate BrC=1N=CN(C1I)CC(=O)N1CCN(CC1)C(=O)OC(C)(C)C